(3R,E)-5-(4-iodophenyl)-3-(2-((1S)-1-((tetrahydro-2H-pyran-2-yl)oxy)ethyl)-1H-imidazol-1-yl)pent-4-en-1-ol IC1=CC=C(C=C1)/C=C/[C@@H](CCO)N1C(=NC=C1)[C@H](C)OC1OCCCC1